ClC=1C=C(C=CC1F)C1=NC=CC=C1C=1C=C2C(=NC=NC2=CC1)OCCCN(C)C 3-((6-(2-(3-Chloro-4-fluorophenyl)pyridin-3-yl)quinazolin-4-yl)oxy)-N,N-dimethylpropan-1-amine